5-cyano-N-[3-[1-(4,5-dimethyl-1H-imidazol-2-yl)imidazo[1,5-a]pyridin-6-yl]-2,4-difluorophenyl]-2-methoxypyridine-3-sulfonamide C(#N)C=1C=C(C(=NC1)OC)S(=O)(=O)NC1=C(C(=C(C=C1)F)C=1C=CC=2N(C1)C=NC2C=2NC(=C(N2)C)C)F